3-benzylidene-1-(p-tolyl)indol-2-one C(C1=CC=CC=C1)=C1C(N(C2=CC=CC=C12)C1=CC=C(C=C1)C)=O